(E)-3-(6-((1H-Imidazol-1-yl)methyl)pyridazin-3-yl)acrylic acid N1(C=NC=C1)CC1=CC=C(N=N1)/C=C/C(=O)O